OCCCC1=CC=C2CN(C(C2=C1)=O)N1C(CCCC1=O)=O (6-(3-hydroxypropyl)-1-oxoisoindolin-2-yl)piperidine-2,6-dione